C(\C=C(\C)/CCC=C(C)C)(=O)N neric acid amide